1-Benzyl-3,3-dibromo-1H-2,1-benzothiazin-4(3H)-on-2,2-dioxid C(C1=CC=CC=C1)N1S(C(C(C2=C1C=CC=C2)=O)(Br)Br)(=O)=O